(1R,3S,5R)-2-(2-(3-acetyl-7-methyl-5-(2-methylpyrimidin-5-yl)-1H-indol-1-yl)acetyl)-5-methyl-N-(3-methyl-6-(trifluoromethyl)pyrazin-2-yl)-2-azabicyclo[3.1.0]hexane-3-carboxamide C(C)(=O)C1=CN(C2=C(C=C(C=C12)C=1C=NC(=NC1)C)C)CC(=O)N1[C@@H]2C[C@@]2(C[C@H]1C(=O)NC1=NC(=CN=C1C)C(F)(F)F)C